NC1=NC=CC(=N1)OC1=CC(=C(C=C1)N1C(N(CC1=O)C=1C=NC=C(C1)OC(F)F)=O)C(C)C 3-{4-[(2-amino-4-pyrimidinyl)oxy]-2-isopropylphenyl}-1-[5-(difluoromethoxy)-3-pyridinyl]-2,4-imidazolidinedione